FC1=C(C=C(C=C1)N1C2=CC=3C=NNC3N=C2C(=C1C(COC)(C)C)[C@@H]1CC[C@H](CC1)C(=O)O)OC trans-4-[10-(4-fluoro-3-methoxy-phenyl)-11-(2-methoxy-1,1-dimethyl-ethyl)-2,4,5,10-tetrazatricyclo[7.3.0.03,7]dodeca-1,3(7),5,8,11-pentaen-12-yl]cyclohexanecarboxylic acid